[1,3]dioxolo[4,5-g]quinazolin-8(5H)-one O1COC=2C1=CC=1C(N=CNC1C2)=O